(R)-5-Chloro-N-(1-ethylpiperidin-3-yl)oxazolo[4,5-b]pyrazin-2-amine ClC1=CN=C2C(=N1)N=C(O2)N[C@H]2CN(CCC2)CC